C(C(C)C)[Si](OC)(OC)OC i-Butyl-trimethoxysilane